CC1=C(C(=NC(=N1)Cl)NCCC)C(F)F methyl-2-chloro-5-(difluoromethyl)-N-propylpyrimidin-4-amine